C(CCCCCCC\C=C/CCCCCCCC)OC(CN)=O Glycine oleyl ester